BrC1=CC(=NC=C1)C1(CCOCC1)C#N 4-(4-bromo-2-pyridinyl)tetrahydropyran-4-carbonitrile